1-amino-2-methyl-2-propanol NCC(C)(O)C